FC=1C=C(C=CC1CN1C(C2=NC=CC=C2C1=O)([2H])[2H])C=1C2=CN(N=C2C(=CC1)OCC1(CC1)C#N)C 1-(((4-(3-fluoro-4-((5-oxo-5,7-dihydro-6H-pyrrolo[3,4-b]pyridin-6-yl-7,7-d2)methyl)phenyl)-2-methyl-2H-indazol-7-yl)oxy)methyl)cyclopropane-1-carbonitrile